C(C)C=1C=2C3=CN=C(C(OCC4=CC(=CC=C4N4N=C(C=C4CC2N(N1)C)C)F)=C3)N 3-ethyl-16-fluoro-5,10-dimethyl-20-oxa-4,5,11,12,23-pentaazapentacyclo[19.3.1.02,6.08,12.013,18]pentacosa-1(24),2(6),3,8,10,13,15,17,21(25),22-decaen-22-amine